N-[(1R)-1-(3,5-diethoxy-4-methylphenyl)ethyl]-5-methylhexan-1-amine C(C)OC=1C=C(C=C(C1C)OCC)[C@@H](C)NCCCCC(C)C